CC=1SC2=C(N1)C=CC(=C2)C(=O)N2CC(OCC2)C2=NC=C(C=C2)CC2=CC=C(C=C2)C (2-methylbenzo[d]thiazol-6-yl)(2-(5-(4-methylbenzyl)pyridin-2-yl)morpholino)methanone